tert-butyl (5-(4-methyl-6-propionylpyridin-3-yl)imidazo[2,1-a][2,6]naphthyridin-9-yl)carbamate CC1=C(C=NC(=C1)C(CC)=O)C=1N2C(C3=CC(=NC=C3C1)NC(OC(C)(C)C)=O)=NC=C2